phenylmethylbis(dimethylamino)silane C1(=CC=CC=C1)C[SiH](N(C)C)N(C)C